N-(2-cyano-4-(4,4,5,5-tetramethyl-1,3,2-dioxaborolan-2-yl)phenyl)acetamide C(#N)C1=C(C=CC(=C1)B1OC(C(O1)(C)C)(C)C)NC(C)=O